CC1=C(C=C(C=C1)C)C1=C(C=CC=C1)O 2-(2,5-dimethylphenyl)phenol